CC=1C=C(C(=NC1)OCCCCC)B(O)O 5-METHYL-2-PENTYLOXYPYRIDINE-3-BORONIC ACID